FC1=CC(=C(C=C1)C1=NC=CC2=C1CN(C2=O)C2=NC=C(C=C2)OC(F)(F)F)OCC(F)(F)F 4-[4-fluoro-2-(2,2,2-trifluoroethoxy)phenyl]-2-[5-(trifluoromethoxy)pyridin-2-yl]-2,3-dihydro-1H-pyrrolo[3,4-c]pyridin-1-one